C(=O)(O)CN1CCN(CCN(CCN(CC1)CC(=O)O)CC(=O)O)C(C(=O)O)CCC(=O)O 2-(4,7,10-tris(carboxymethyl)-1,4,7,10-tetraazacyclododecane-1-yl)pentanedioic acid